7-chloro-1,3,4,5-tetrahydro-2H-benzo[d]azepin-2-one ClC1=CC2=C(CC(NCC2)=O)C=C1